4-(8-(3,8-Diazabicyclo[3.2.1]octan-3-yl)-4-fluoro-5-methyl-6-(oxetan-3-yloxy)-2,7-naphthyridin-3-yl)-5-ethynyl-6-fluoronaphthalen-2-ol C12CN(CC(CC1)N2)C=2N=C(C(=C1C(=C(N=CC21)C2=CC(=CC1=CC=C(C(=C21)C#C)F)O)F)C)OC2COC2